meso-Xylitol C([C@H](C([C@H](CO)O)O)O)O